C(C)N(C1=CC=C2C(=CC(NC2=C1)=O)C)CC 7-(diethylamino)-4-methylquinolin-2(1H)-one